3-bromo-7-chloro-N-[(4S)-3,4-dihydro-2H-1-benzopyran-4-yl]thieno[3,2-b]pyridine-2-carboxamide BrC1=C(SC=2C1=NC=CC2Cl)C(=O)N[C@H]2CCOC1=C2C=CC=C1